tert-butyl (2S,6S)-4-[3-[(7-fluoro-2H-indazol-5-yl)amino]-4-(hydroxymethyl)-1-tetrahydropyran-2-yl-indazol-6-yl]-2,6-dimethyl-piperazine-1-carboxylate FC1=CC(=CC2=CNN=C12)NC1=NN(C2=CC(=CC(=C12)CO)N1C[C@@H](N([C@H](C1)C)C(=O)OC(C)(C)C)C)C1OCCCC1